3-methyl-6-[1-(2,2,3,3,3-pentafluoropropyl)-1H-pyrazol-4-yl]-5-(trifluoromethyl)-3H,7H-[1,2,3,4]tetrazolo[1,5-a]pyrimidin-7-one CN1N=NN2C1=NC(=C(C2=O)C=2C=NN(C2)CC(C(F)(F)F)(F)F)C(F)(F)F